NC1=C(C=C(C=C1)Cl)N(S(=O)(=O)C1CC1)C N-(2-Amino-5-chlorophenyl)-N-methylcyclopropanesulfonamide